4-(2-amino-6-chloroquinazolin-7-yl)piperidine-1-carboxylic acid tert-butyl ester C(C)(C)(C)OC(=O)N1CCC(CC1)C1=C(C=C2C=NC(=NC2=C1)N)Cl